4-chloro-N,N-dimethyl-1-butylamine ClCCCCN(C)C